2-(4-(dimethylamino)butyrylamino)-2-methylpropane-1,3-diol CN(CCCC(=O)NC(CO)(CO)C)C